ICC1OC(CC1)C(F)(F)F 2-(iodomethyl)-5-(trifluoromethyl)oxolane